6-chloro-7-fluoro-2-(5-fluoro-1H-1,2,4-triazol-3-yl)-5-methoxy-3-(1H-pyrazol-4-yl)-1H-indole ClC1=C(C=C2C(=C(NC2=C1F)C1=NNC(=N1)F)C=1C=NNC1)OC